2,3,5-tribenzyloxy-D-ribose sodium hypochlorite Cl[O-].[Na+].C(C1=CC=CC=C1)O[C@@](C=O)(O)[C@](O)([C@H](O)C(O)OCC1=CC=CC=C1)OCC1=CC=CC=C1